hydroxy-β-methylglutarate OC(C(=O)[O-])C(CC(=O)[O-])C